tert-butyl ((pentafluorophenyl)sulfonyl)-D-prolinate FC1=C(C(=C(C(=C1S(=O)(=O)N1[C@H](CCC1)C(=O)OC(C)(C)C)F)F)F)F